C1(=CC=CC=C1)CCC(=C)C1=CC=CC=C1 1,3-diphenyl-3-butene